(difluoromethyl)-3-fluoro-5''-methoxy-2-oxo-N-(4,5,6,7-tetrahydrothiazolo[5,4-c]pyridin-2-yl)-2H-[1,2':4',4''-terpyridin]-5'-carboxamide FC(F)C1=C(C(N(C=C1)C1=NC=C(C(=C1)C1=CC=NC=C1OC)C(=O)NC=1SC=2CNCCC2N1)=O)F